FC=1C(=NC=CC1CN1CCC(CC1)(C1=CC=CC=C1)F)C=1C=C2CN(C(C2=CC1)=O)C1C(NC(CC1)=O)=O 3-(5-(3-fluoro-4-((4-fluoro-4-phenylpiperidin-1-yl)methyl)pyridin-2-yl)-1-oxoisoindolin-2-yl)piperidine-2,6-dione